O1C(CC(OC12CCCCC2)=O)=O 1,5-dioxa-spiro-[5.5]-undecane-2,4-dione